tert-butyl (R)-4-(2,3-dihydro-1H-pyrrolo[2,3-b]pyridin-4-yl)-2-(hydroxymethyl)piperazine-1-carboxylate N1CCC=2C1=NC=CC2N2C[C@@H](N(CC2)C(=O)OC(C)(C)C)CO